COC(=O)C1=CC=C2CC(NC2=C1)=O 6-methoxycarbonyl-2-indolinone